N1(N=NN=C1)C[C@H](C)OC=1C=C(C=CC1Cl)C=1C=NC(=NC1)NC=1C(=NN(C1)C1CCC(CC1)N1C[C@@H](O[C@@H](C1)C)C)OCC=1OC=CN1 5-(3-(((S)-1-(1H-tetrazol-1-yl)propan-2-yl)oxy)-4-chlorophenyl)-N-(1-((1r,4r)-4-((2S,6R)-2,6-dimethyl-morpholino)cyclohexyl)-3-(oxazol-2-ylmethoxy)-1H-pyrazol-4-yl)pyrimidin-2-amine